C(C)(C)(C)OC(=O)N1CCN(CC1)C1CCN(CC1)CC1=CC=CC=C1 4-(1-benzylpiperidin-4-yl)piperazine-1-carboxylic acid tert-butyl ester